NC1CN(CC1)C1=CC(=C(C(=O)NC=2SC3=C(N2)C(=CC=C3)OC)C(=C1)F)F 4-(3-aminopyrrolidin-1-yl)-2,6-difluoro-N-(4-methoxybenzo[d]thiazol-2-yl)benzamide